OCCCCC (2S)-1-hydroxypentane